FC1=CC(=C(OC=2N=NC(=CC2C(=O)NC2=CC(=C(C=C2)C)S(=O)(=O)C)C(F)(F)F)C=C1)C 3-(4-Fluoro-2-methylphenoxy)-N-(4-methyl-3-(methylsulfonyl)phenyl)-6-(trifluoromethyl)pyridazine-4-carboxamide